Cl.C(C)NC(NC1=CC=C(C=C1)C1=CC2=C(NC(N(C2=O)C2=CC=CC=C2)=O)S1)=O 6-[4-(3-ethylureido)phenyl]-3-phenylthieno[2,3-d]pyrimidine-2,4(1H,3H)-dione hydrochloride